CN1CCN(CCC1)C1CCNCC1 4-(4-methyl-1,4-diazepan-1-yl)piperidine